O1-tert-butyl O2-methyl (2S,4S)-4-[[6-[2-(2-benzyloxyethyl)-3-[3-(methylamino)propyl]benzimidazol-4-yl]-2-pyridyl]-tert-butoxycarbonyl-amino]pyrrolidine-1,2-dicarboxylate C(C1=CC=CC=C1)OCCC=1N(C2=C(N1)C=CC=C2C2=CC=CC(=N2)N([C@H]2C[C@H](N(C2)C(=O)OC(C)(C)C)C(=O)OC)C(=O)OC(C)(C)C)CCCNC